N(=O)N(C)CCCC(=O)O 4-(N-nitroso-N-methylamino)-butyric acid